ClC=1C(=C2C(=NC1C)SC1=C2C=CC(=C1)C1=C(C=C(C=C1)C(F)(F)F)F)[O-].[Na+] Sodium 3-chloro-7-[2-fluoro-4-(trifluoromethyl)phenyl]-2-methyl[1]benzothieno[2,3-b]pyridin-4-olate